4-(TERT-BUTOXYCARBONYL)-3-METHYLPHENYLBORONIC ACID C(C)(C)(C)OC(=O)C1=C(C=C(C=C1)B(O)O)C